N-[(6-Amino-2-pyridyl)sulfonyl]-6-(2-fluoro-5-isobutoxyphenyl)-2-(2,4,6-trimethylphenoxy)pyridin-3-carboxamid NC1=CC=CC(=N1)S(=O)(=O)NC(=O)C=1C(=NC(=CC1)C1=C(C=CC(=C1)OCC(C)C)F)OC1=C(C=C(C=C1C)C)C